FC1=C(C=C(C=C1)F)[C@@](CN1N=CN=C1)([C@@H](C)SSCC=1C=NC=CC1)O (2R,3R)-2-(2,5-difluorophenyl)-3-((pyridin-3-ylmethyl)disulfanyl)-1-(1H-1,2,4-triazol-1-yl)butan-2-ol